BrC1=CC=C(C=C1)C1(CCC1)OC(/C=C/C(=O)O)=O (E)-4-(1-(4-bromophenyl)cyclobutoxy)-4-oxobut-2-enoic acid